ethoxy-4-thio-uridine C(C)O[C@@]1([C@H](O)[C@H](O)[C@@H](CO)O1)N1C(=O)NC(=S)C=C1